CN1C(C(=CC(=C1)C1=CC(=CC(=C1)OCC1=NC=CC=C1)S(=O)(=O)C)C)=O 1,3-dimethyl-5-[3-methylsulfonyl-5-(pyridin-2-ylmethoxy)phenyl]pyridin-2-one